C(C(=C)C)(=O)OCCO[Si](C)(C)C trimethylsilyloxyethyl methacrylate